3,9-Dihydroxy-8-((4-(1-hydroxybutyl)piperidin-1-yl)methyl-d2)benzo[5,6]oxepin OC1=COC2=C(C=C1)C=CC(=C2O)C([2H])([2H])N2CCC(CC2)C(CCC)O